CO[C@@H]1CC[C@H](CCC1)N |r| (±)-trans-4-methoxycycloheptanamine